The molecule is a hydroxy monocarboxylic acid anion resulting from the deprotonation of the carboxy group of 4-O-beta-D-glucosyl-trans-caffeic acid. The major specides at pH 7.3. It derives from a trans-caffeate. It is a conjugate base of a 4-O-beta-D-glucosyl-trans-caffeic acid. C1=CC(=C(C=C1/C=C/C(=O)O)[O-])O[C@H]2[C@@H]([C@H]([C@@H]([C@H](O2)CO)O)O)O